C(C)OC(=O)C1=NOC(=C1)C1(CC1)C1=CC=CC=C1 5-(1-phenylcyclopropyl)isoxazole-3-carboxylic acid ethyl ester